1-(4-imino-4H-quinolizin-9-yl)-5-(trifluoromethyl)-N-(2-(trifluoromethyl)pyridin-4-yl)-1H-pyrazole-4-carboxamide N=C1C=CC=C2C(=CC=CN12)N1N=CC(=C1C(F)(F)F)C(=O)NC1=CC(=NC=C1)C(F)(F)F